S(OC=1C=C2C(N(C(C2=C(C1)Br)=O)C12C(NC(C(C1)C2)=O)=O)=O)(=O)(=O)F 7-bromo-2-(2,4-dioxo-3-azabicyclo[3.1.1]heptan-1-yl)-1,3-dioxoisoindolin-5-yl sulfurofluoridate